N[C@H](CC1=C(C=2N=NC(=C(C2S1)NCC=1SC=CC1)C)C)C 6-[(2S)-2-aminopropyl]-3,7-dimethyl-N-[(thiophen-2-yl)methyl]thieno[3,2-c]pyridazin-4-amine